2-(4-chlorophenyl)-N-[4-(3,4-dimethylphenyl)-1-oxophthalazin-2(1H)-yl]acetamide ClC1=CC=C(C=C1)CC(=O)NN1C(C2=CC=CC=C2C(=N1)C1=CC(=C(C=C1)C)C)=O